(-)-5-azaspiro[2.4]heptane-7-ol C1CC12CNCC2O